4-(((3R,4S)-3-Fluoro-1-methylpiperidin-4-yl)oxy)-3-methylaniline F[C@@H]1CN(CC[C@@H]1OC1=C(C=C(N)C=C1)C)C